C12(C(CCC(C1(C)C)C2)(C)O)O.N[C@@H](CC(C)C)OB(O)O (R)-1-amino-3-methylbutyl-borate-pinanediol